C(C1=CC=CC=C1)N(C1=NC=2N(C(=C1)C=1C=NNC1)N=C(C2C(C)C)C(=O)NC2=CC(=CC=C2)O)C 5-(benzyl(methyl)amino)-N-(3-hydroxyphenyl)-3-isopropyl-7-(1H-pyrazol-4-yl)pyrazolo[1,5-a]pyrimidine-2-carboxamide